C(C1=CC=CC=C1)OC=1C=CC(=NC1)N1CCC(CC1)NC(OC(C)(C)C)=O tert-Butyl (1-(5-(benzyloxy)pyridin-2-yl)piperidin-4-yl)carbamate